(E)-4-(6-methoxypyridin-3-yl)methylene-5-methyl-2-phenyl-2,4-dihydro-3H-pyrazol-3-one COC1=CC=C(C=N1)\C=C/1\C(N(N=C1C)C1=CC=CC=C1)=O